bis-(4-(piperazin-1-yl)butyl)amine N1(CCNCC1)CCCCNCCCCN1CCNCC1